N[C@@H](CC1=CNC=N1)C(=O)N[C@@H](CCC(=O)O)C(=O)O histidyl-glutamic acid